FC1=CC(=CC2=C1N=C(S2)N(C2CCNCC2)C)C=2C=CC=1N(N2)C=C(N1)C 4-Fluoro-N-methyl-6-(2-methylimidazo[1,2-b]pyridazin-6-yl)-N-(piperidin-4-yl)-1,3-benzothiazol-2-amin